(4-(pyridin-2-yl)phenyl)boric acid N1=C(C=CC=C1)C1=CC=C(C=C1)OB(O)O